(S)-1-(1-(3-chloro-2-fluorophenyl)-2,2,2-trifluoroethyl)-4-((3-fluoro-6-((5-methyl-1H-pyrazol-3-yl)amino)pyridin-2-yl)methyl)-piperidine-4-carboxylic acid ClC=1C(=C(C=CC1)[C@@H](C(F)(F)F)N1CCC(CC1)(C(=O)O)CC1=NC(=CC=C1F)NC1=NNC(=C1)C)F